CC=1OC2=C(N1)C=CC=1CCC(C12)CCNC(C)=O N-[2-(2-Methyl-7,8-dihydro-6H-indeno[5,4-d][1,3]oxazol-8-yl)ethyl]acetamide